OC1=CC=C(C=C1)C1(CC2C3CCC(C2C1)C3)C3=CC=C(C=C3)O 4,4-bis(4-hydroxyphenyl)tricyclo[5.2.1.02,6]Decane